BrC=1C=C(C=CC1)N1CC2N(CC1)C(OC2(C)C)=O 7-(3-bromophenyl)-1,1-dimethyl-5,6,8,8a-tetrahydrooxazolo[3,4-a]pyrazin-3-one